FC1=C2C(C=C(NC2=CC(=C1)F)C=1C=C(C#N)C=CC1S(=O)(=O)CC(F)(F)F)=O 3-(5,7-difluoro-4-oxo-1,4-dihydroquinolin-2-yl)-4-((2,2,2-trifluoroethyl)sulfonyl)-benzonitrile